5-(1H-indazol-4-yl)cyclohexane-1,3-dione N1N=CC2=C(C=CC=C12)C1CC(CC(C1)=O)=O